(S)-3-(2-(6-amino-9H-purin-9-yl)acetyl)-N-(3-chloro-2-fluorobenzyl)thiazolidine-2-carboxamide NC1=C2N=CN(C2=NC=N1)CC(=O)N1[C@@H](SCC1)C(=O)NCC1=C(C(=CC=C1)Cl)F